8-(2,4-dimethyl-phenyl)-1,4-dioxa-spiro[4.5]decan-8-ol CC1=C(C=CC(=C1)C)C1(CCC2(OCCO2)CC1)O